NC=1C(=C2C(=NC1)N(C=C2)S(=O)(=O)C2=CC=CC=C2)NC2N(CCC2)C(=O)O ((5-amino-1-(benzenesulfonyl)-1H-pyrrolo[2,3-b]pyridin-4-yl)amino)pyrrolidine-1-carboxylic acid